6-(3-amino-6-bromo-5-fluoropyrazin-2-yl)-7-fluoroisoquinolin NC=1C(=NC(=C(N1)F)Br)C=1C=C2C=CN=CC2=CC1F